BrC1=C(C=CC(=C1)SC(F)(F)F)NC(=[Se])N 1-(2-bromo-4-((trifluoromethyl)thio)phenyl)selenourea